5-chloro-7-fluoro-1H-benzo[d]imidazole ClC1=CC2=C(NC=N2)C(=C1)F